(butane-1,4-diylbis((3-aminopropyl)azanediyl))bis(hexane-6,1-diyl) bis(2-hexyl decanoate) C(CCCCC)C(C(=O)OCCCCCCN(CCCCN(CCCN)CCCCCCOC(C(CCCCCCCC)CCCCCC)=O)CCCN)CCCCCCCC